Benzo[b]thieno[2,3-d]thiophene S1C=CC2=C1C1=C(S2)C=CC=C1